N=1NN=NC1CCC1=C(C(=NC(=N1)N)NCCCC)CC1=C(C=CC=C1)OC 6-(2-(2H-tetrazol-5-yl)ethyl)-N4-butyl-5-(2-methoxybenzyl)pyrimidine-2,4-diamine